C=C(C(=O)O)C(=O)O methylenemalonic acid